C(C(=C)C)(=O)O.C(C(=C)C)(=O)O.NC(=O)OCC.NC(=O)OCC diUrethane dimethacrylate